4-chloro-2-[(3R,5S)-4,4-difluoro-3,5-dimethyl-1-piperidinyl]pyrimidine-5-carbonitrile ClC1=NC(=NC=C1C#N)N1C[C@H](C([C@H](C1)C)(F)F)C